3-((Dodecyl)methyl)benzofuran tert-butyl-(E)-3-(3-fluoro-4-methoxyphenyl)-3-(4-(3-(2-methyl-1,3-dioxolan-2-yl)prop-1-en-1-yl)oxazol-2-yl)propanoate C(C)(C)(C)OC(CC(C=1OC=C(N1)\C=C\CC1(OCCO1)C)C1=CC(=C(C=C1)OC)F)=O.C(CCCCCCCCCCC)CC1=COC2=C1C=CC=C2